triazatetracyclo[17.3.1.02,6.011,16]tricosa-1(23),2,5,11(16),12,14,19,21-octaene C1=2C3=NNN=C3CCCCC=3C=CC=CC3CCC(=CC=C1)C2